ClC1=C(CN)C=CC(=C1)Cl 2,4-dichlorobenzylamine